2-amino-3,3-dicyclopropyl-N-[5-[5-ethyl-3-methyl-1-(2-trimethylsilylethoxymethyl)pyrazol-4-yl]-2-pyridyl]propenamide hydrochloride Hydrogen chloride Cl.Cl.NC(C(=O)NC1=NC=C(C=C1)C=1C(=NN(C1CC)COCC[Si](C)(C)C)C)=C(C1CC1)C1CC1